4-chloro-1-[[3-(1,1-difluoroethyl)-1-bicyclo[1.1.1]pentanyl]sulfonyl]-3-(3,3,4,4-tetrafluoropyrrolidin-1-yl)indazole ClC1=C2C(=NN(C2=CC=C1)S(=O)(=O)C12CC(C1)(C2)C(C)(F)F)N2CC(C(C2)(F)F)(F)F